Cl.C1(=CC=CC=C1)C1=CC=C(CNC(=N)NC(=N)N)C=C1 (4-phenyl)benzyl-biguanide hydrochloride